BrC1=C(C=C(C(=C1OC)SCCCC)OC)CCN 2-(2-bromo-4-(butylsulfanyl)-3,5-dimethoxyphenyl)ethylamine